NC=1C=C(C=CC1)CN1CCC(CC1)C(C(=O)OC(C)(C)C)C tert-butyl 2-[1-[(3-aminophenyl)methyl]-4-piperidyl]propanoate